FC(OC1=CC=C(C=C1)NC(NCCN1N=C2C=CC=CC2=C1C(=O)N)=O)(F)F 2-(2-(3-(4-(trifluoromethoxy)phenyl)ureido)ethyl)-2H-indazole-3-carboxamide